4-fluoro-5-(hydroxymethyl)thiophene-2-carbonitrile FC=1C=C(SC1CO)C#N